COC(=O)C=1C=CC2=C(N(C=N2)C[C@H]2OCC2)C1 (((S)-Oxetan-2-yl)methyl)-1H-benzo[d]imidazole-6-carboxylic acid methyl ester